4-[4-Cyano-3-hydroxy-6-(2,4,6-trichloro-benzyl)-pyridin-2-yl]-4-oxo-butyric acid ethyl ester C(C)OC(CCC(=O)C1=NC(=CC(=C1O)C#N)CC1=C(C=C(C=C1Cl)Cl)Cl)=O